3-[4-[[2-iodo-1-(2,2,2-trifluoroethyl)indol-4-yl]amino]-1-piperidyl]propane-1,2-diol IC=1N(C2=CC=CC(=C2C1)NC1CCN(CC1)CC(CO)O)CC(F)(F)F